(S)-3-chloro-4-((3,5-difluoropyridin-2-yl)methoxy)-2'-(3-(2-hydroxypropan-2-yl)-1H-pyrazol-1-yl)-5',6'-dimethyl-2H-[1,4'-bipyridin]-2-one ClC=1C(N(C=CC1OCC1=NC=C(C=C1F)F)C1=CC(=NC(=C1C)C)N1N=C(C=C1)C(C)(C)O)=O